Z-2-bromo-1,1,3,4-tetrafluorobut-2-ene Br\C(\C(F)F)=C(\CF)/F